2-(2-chloro-4-(2-((8-methoxy-[1,2,4]triazolo[1,5-a]pyridin-2-yl)amino)-2-oxoethyl)phenoxy)pyridine-3-carboxamide ClC1=C(OC2=NC=CC=C2C(=O)N)C=CC(=C1)CC(=O)NC1=NN2C(C(=CC=C2)OC)=N1